isopropyl 2-((tert-butoxycarbonyl)amino)-5-oxo-4-(2,3,5-trifluorophenyl)hexanoate C(C)(C)(C)OC(=O)NC(C(=O)OC(C)C)CC(C(C)=O)C1=C(C(=CC(=C1)F)F)F